(S)-2-amino-N-(1-(7-fluoro-8-((1-methyl-1H-pyrazol-4-yl)ethynyl)-1-oxo-2-phenyl-1,2-dihydroisoquinolin-3-yl)ethyl)pyrazolo[1,5-a]pyrimidine-3-carboxamide NC1=NN2C(N=CC=C2)=C1C(=O)N[C@@H](C)C=1N(C(C2=C(C(=CC=C2C1)F)C#CC=1C=NN(C1)C)=O)C1=CC=CC=C1